Cl[Pd-](C1=CCCC=CCC1)Cl dichloro-(1,5-cyclooctadienyl)palladium (II)